2-(pyridin-2-yl)pyrimidine N1=C(C=CC=C1)C1=NC=CC=N1